[N+](=O)([O-])C1=C(C=CC(=C1)[N+](=O)[O-])O.N[N+]1=CC(=CC(=C1)C(=O)OC)OC 1-Amino-3-methoxy-5-(methoxycarbonyl)pyridin-1-ium 2,4-dinitrophenol salt